O1CCCC12CCN(CC2)CCCNC2=C1C(=NC=C2)C=CS1 7-((3-(1-oxa-8-azaspiro[4.5]decan-8-yl)propyl)amino)thieno[3,2-b]pyridin